N5-(2-(((((1R,8S,9s)-bicyclo[6.1.0]non-4-yn-9-yl)methoxy)carbonyl)amino)ethyl)-L-glutamine [C@H]12CCC#CCC[C@@H]2C1COC(=O)NCCNC(CC[C@H](N)C(=O)O)=O